2-(Methanesulfinyl)-4-(methylthio)imidazo[2,1-f][1,2,4]triazine CS(=O)C1=NN2C(C(=N1)SC)=NC=C2